2,2-diethoxy-1-(methoxycarbonyl)methyl-1-aza-2-silacyclopentane C(C)O[Si]1(N(CCC1)CC(=O)OC)OCC